5-chloro-4-(tetrahydro-2H-pyran-2-yl)pyrimidine-2-Formic acid ClC=1C(=NC(=NC1)C(=O)O)C1OCCCC1